FC=1C(=NC(=NC1)NC1=C(C(=CC=C1)S(=O)(=O)C)F)C1=CNC2=C(C=CC=C12)NC([C@H](COC)N1CCN(CCC1)C)=O (S)-N-(3-(5-Fluoro-2-((2-fluoro-3-(methylsulfonyl)phenyl)amino)pyrimidin-4-yl)-1H-indol-7-yl)-3-methoxy-2-(4-methyl-1,4-diazepan-1-yl)propanamid